N(C1=CC=CC=C1)C1=C(NC2=C1C(NCC2)=O)C2=CC(=NC=C2)NC([C@@H](C)C2=CC=C(C=C2)F)=O (2S)-N-[4-(3-Anilino-4-oxo-4,5,6,7-tetrahydro-1H-pyrrolo[3,2-c]pyridin-2-yl)pyridin-2-yl]-2-(4-fluorophenyl)propanamid